(2-(octyloxy)benzyloxy)-N-(pyridin-3-yl)thiophene-2-carboxamide C(CCCCCCC)OC1=C(COC2=C(SC=C2)C(=O)NC=2C=NC=CC2)C=CC=C1